(S)-5-(Azetidin-2-ylmethoxy)-2-methyl-N-(1-(7-(5-(pyrrolidine-1-carbonyl)thiophen-2-yl)quinolin-5-yl)cyclopropyl)benzamide N1[C@@H](CC1)COC=1C=CC(=C(C(=O)NC2(CC2)C2=C3C=CC=NC3=CC(=C2)C=2SC(=CC2)C(=O)N2CCCC2)C1)C